ClC=1C=C2C=C(NC2=CC1OC[C@H]1OCCC1)CNC(C)=O (S)-N-((5-chloro-6-((tetrahydrofuran-2-yl)methoxy)-1H-indol-2-yl)methyl)acetamide